FC(CCN1C[C@@H](CCC1)NC(=O)C=1C=2C[C@@H]3[C@H](C2N(N1)C1=C(C=C(C=C1)F)F)C3)(F)F (1aR,5aR)-2-(2,4-Difluoro-phenyl)-1a,2,5,5a-tetrahydro-1H-2,3-diaza-cyclopropa[a]pentalene-4-carboxylic acid [(R)-1-(3,3,3-trifluoropropyl)-piperidin-3-yl]-amide